(rac)-2-(trifluoromethyl)morpholine hydrochloride Cl.FC([C@H]1CNCCO1)(F)F |r|